C(C1=CC=CC=C1)ONCC[C@H]1O[C@@H]([C@H]([C@H]([C@@H]1OCC1=CC=CC=C1)OCC1=CC=CC=C1)OCC1=CC=CC=C1)OCC1=CC=CC=C1 O-benzyl-N-(2-((2R,3R,4S,5S,6S)-3,4,5,6-tetrakis(benzyloxy)tetrahydro-2H-pyran-2-yl)ethyl)hydroxylamine